C(C1=CC=CC=C1)N1N=C(C(=C1)F)C(=O)N[C@@H]1C(NC2=C(OC1)C=CC=N2)=O (S)-1-benzyl-4-fluoro-N-(4-oxo-2,3,4,5-tetrahydropyrido[3,2-b][1,4]oxazepin-3-yl)-1H-pyrazole-3-carboxamide